methyl-(2s,7as)-2-fluorotetrahydro-1H-pyrrolizine CC1[C@@H](CN2CCC=C12)F